C(C1=CC=CC=C1)OC=1C=2N(C=C(C1)Cl)N=C(C2)C=2N=C1SC(=NN1C2)OC 6-(4-(benzyloxy)-6-chloropyrazolo[1,5-a]pyridin-2-yl)-2-methoxyimidazo[2,1-b][1,3,4]thiadiazole